Racemic-4-((7-ethyl-7-hydroxy-6,7-dihydro-5H-cyclopenta[b]pyridin-2-yl)amino)-2-((4-(3-methyl-3,8-diazabicyclo[3.2.1]octan-8-yl)phenyl)amino)pyrimidine-5-carbonitrile C(C)C1(CCC=2C1=NC(=CC2)NC2=NC(=NC=C2C#N)NC2=CC=C(C=C2)N2C1CN(CC2CC1)C)O